FC1CC(N(C1)C(=O)C1(COC1)C)C(=O)NC(C1=CC=C(C=C1)C(C)C)C1=CC=CC=C1 4-fluoro-1-(3-methyl-oxetan-3-carbonyl)-N-{phenyl-[4-(prop-2-yl)phenyl]methyl}pyrrolidine-2-carboxamide